lithium 5-(3-methoxyphenoxy)-3-methyl-pyridazine-4-carboxylate COC=1C=C(OC=2C(=C(N=NC2)C)C(=O)[O-])C=CC1.[Li+]